NC(C(=O)O)C α-aminopropionic acid